isopropyl (R)-2-amino-2-(4-azidophenyl)-4,4-dimethylpentanoate N[C@](C(=O)OC(C)C)(CC(C)(C)C)C1=CC=C(C=C1)N=[N+]=[N-]